NC1C(CC(CC1)CC1CC(C(CC1)N)CC)CC Bis-(4-amino-3-ethylcyclohexyl)-methan